BrC1=CC(=NC2=C1OCCN2C(=O)OC(C)(C)C)C2=C(C=CC(=C2)Cl)F tert-butyl 8-bromo-6-(5-chloro-2-fluorophenyl)-2H,3H,4H-pyrido[3,2-b][1,4]oxazine-4-carboxylate